C(#N)CC(=O)N1C[C@@H]([C@@H](CC1)C)N(C=1C2=C(N=CN1)N(C=C2)C(=O)OCCCNC(=O)OC(C)(C)C)C 3-(tert-butoxycarbonylamino)propyl 4-[[(3R,4R)-1-(2-cyanoacetyl)-4-methyl-3-piperidyl]-methyl-amino]pyrrolo[2,3-d]pyrimidine-7-carboxylate